N-(4-Methylpiperazino)-5-(4-hydroxy-3-methoxyphenyl)thiophen-2-carboxamid hydrochlorid Cl.CN1CCN(CC1)NC(=O)C=1SC(=CC1)C1=CC(=C(C=C1)O)OC